COC(CNC1=NC=NC2=CC(=C(C=C12)[N+](=O)[O-])C)OC N-(2,2-dimethoxyethyl)-7-methyl-6-nitroquinazolin-4-amine